C(CCCCCCCCCCCCCCCCC)OC1=C(C=CC(=C1)CCCCCCCCCCCCCCC)CO (2-(octadecyloxy)-4-pentadecylphenyl)methanol